6-((3-(8-(((3R,4S)-4-fluoro-1-methylpyrrolidin-3-yl)amino)-3-((trifluoromethyl)thio)imidazo[1,2-a]pyridin-2-yl)prop-2-yn-1-yl)amino)-5-methoxy-N-methylpicolinamide F[C@@H]1[C@@H](CN(C1)C)NC=1C=2N(C=CC1)C(=C(N2)C#CCNC2=C(C=CC(=N2)C(=O)NC)OC)SC(F)(F)F